The molecule is the 4-phospho derivative of L-aspartic acid. It has a role as an Escherichia coli metabolite. It is an aminoacyl phosphate, a L-aspartic acid derivative and a non-proteinogenic L-alpha-amino acid. It is a conjugate acid of a 4-phosphonato-L-aspartic acid(2-) and a 4-phospho-L-aspartate. C([C@@H](C(=O)O)N)C(=O)OP(=O)(O)O